N-[(4-{6-chloroimidazo[1,2-a]pyridine-3-sulfonyl}phenyl)methyl]furo[2,3-c]pyridine-2-carboxamide ClC=1C=CC=2N(C1)C(=CN2)S(=O)(=O)C2=CC=C(C=C2)CNC(=O)C2=CC=1C(=CN=CC1)O2